COC1=C(C=CC=C1)NC1=C(C(=O)O)C=CC=C1 (2-methoxyphenylamino)benzoic acid